3-(2-Methoxy-2-oxoethyl)-1H-indole-1-carboxylic acid tert-butyl ester C(C)(C)(C)OC(=O)N1C=C(C2=CC=CC=C12)CC(=O)OC